OCN1C(=O)N(C(=O)NC1=O)CO 1,3-bis(hydroxymethyl)isocyanuric acid